Diheptyl succinate C(CCC(=O)OCCCCCCC)(=O)OCCCCCCC